CC1=CC(=CC(=N1)C(=O)NC1=CC(=C(C=C1)C)NC1=NC=CC=C1C1=C2N=CN(C2=NC=N1)C1OCCCC1)C(F)(F)F 6-methyl-N-(4-methyl-3-((3-(9-(tetrahydro-2H-pyran-2-yl)-9H-purin-6-yl)pyridin-2-yl)amino)phenyl)-4-(trifluoromethyl)picolinamide